CN1CCC(CC1)NC=1C2=C(N=C(N1)N1CCCC1)N(C=C2)CCCN2CCCC2 N-(1-methylpiperidin-4-yl)-2-(pyrrolidin-1-yl)-7-(3-(pyrrolidin-1-yl)propyl)-7H-pyrrolo[2,3-d]pyrimidin-4-amine